{(1s,3s)-3-[(tert-butoxycarbonyl)amino]-1-hydroxy-3-(hydroxymethyl)cyclobutyl}methyl 4-methylbenzenesulfonate CC1=CC=C(C=C1)S(=O)(=O)OCC1(CC(C1)(CO)NC(=O)OC(C)(C)C)O